((((R)-tert-butylsulfinyl) imino) methyl) tetrahydro-2H-pyran-3,4,5-triyltribenzoate O1CC(C(C(C1)C1=C(C(=O)[O-])C=CC=C1)C1=C(C(=O)[O-])C=CC=C1)C1=C(C(=O)OC=N[S@](=O)C(C)(C)C)C=CC=C1